4-(6-(2-benzyl-2,6-diazaspiro[3.4]oct-6-yl)pyridin-3-yl)-6-(1-methyl-1H-pyrazol-4-yl)pyrazolo[1,5-a]pyridine-3-carbonitrile C(C1=CC=CC=C1)N1CC2(C1)CN(CC2)C2=CC=C(C=N2)C=2C=1N(C=C(C2)C=2C=NN(C2)C)N=CC1C#N